N-cyclopropyl-2-(difluoromethoxy)-4-[6-[1-(2-hydroxyethoxy)-1-methyl-ethyl]pyrazolo[1,5-a]pyridin-3-yl]-6-methoxy-benzamide C1(CC1)NC(C1=C(C=C(C=C1OC)C=1C=NN2C1C=CC(=C2)C(C)(C)OCCO)OC(F)F)=O